ClC=1C=C(C=CC1C(F)(F)F)CC[C@@H](C(=O)N(C1=CC=CC=C1)CC(=O)O)NC(=O)OCC1C2=CC=CC=C2C=2C=CC=CC12 2-(N-[(2S)-4-[3-chloro-4-(trifluoromethyl)phenyl]-2-(9H-fluoren-9-ylmethoxycarbonylamino)butanoyl]anilino)acetic acid